(2-(3,4-Difluoro-5-hydroxyphenyl)benzo[d]oxazol-5-yl)(4-methoxypiperidin-1-yl)methanone FC=1C=C(C=C(C1F)O)C=1OC2=C(N1)C=C(C=C2)C(=O)N2CCC(CC2)OC